OP(O)OP(O)O.C1(=CC=CC=C1)C(C(C1=CC=CC=C1)(C1=CC=CC=C1)O)(OCCO)C1=CC=CC=C1 tetraphenyldiethylene glycol diphosphite